Cl.C12CN(CC(CC1)N2)C=2C=1N(N=CC2)C=C(C1)C=1C=C(N=NC1)N(C)C 5-(4-(3,8-diazabicyclo[3.2.1]oct-3-yl)pyrrolo[1,2-b]pyridazin-6-yl)-N,N-dimethylpyridazin-3-amine hydrochloride